COC=1C=C(OCC(=O)OC)C=CC1 methyl 2-(3-methoxyphenoxy)acetate